2-(1-methyl-1H-pyrazol-4-yl)-N-(2-methyl-5-(2-(methyl(tetrahydro-2H-pyran-4-yl)amino)acetamido)pyridin-3-yl)-1H-pyrrolo[2,3-b]pyridine-5-carboxamide CN1N=CC(=C1)C1=CC=2C(=NC=C(C2)C(=O)NC=2C(=NC=C(C2)NC(CN(C2CCOCC2)C)=O)C)N1